(R)-1-(5-((2,2-dimethyl-1,3-dioxolan-4-yl)methoxy)-2,4-difluorophenyl)piperazine CC1(OC[C@H](O1)COC=1C(=CC(=C(C1)N1CCNCC1)F)F)C